COS(=O)(=O)C methanesulfonic acid methyl ester